CCCCCCCCCCCC#C tridec-12-yne